C1(=CC=CC=C1)[C@H]1CCN(C1)C1=CC=C(C=C1)C=1C=NC(=CC1)C(F)(F)F (3S,4R)-4-phenyl-N-{4-[6-(trifluoromethyl)pyridin-3-yl]Phenyl}pyrrolidine